C(C)(C)(C)OC(=O)C1=CC=C(C=C1)C=1C=C(C(=O)O)C=C(N1)OC 2-(4-(tert-butoxycarbonyl)phenyl)-6-methoxyisonicotinic acid